COC=1C=C(C=CC1CN(C=O)C1=C(C=CC=C1)C#CC=1C=CC(=NC1)C(=O)O)C1=CC=CC=C1 5-(2-{2-[N-({3-methoxy-[1,1'-biphenyl]-4-yl}methyl)formamido]phenyl}-ethynyl)pyridine-2-carboxylic acid